C(CC)(=O)OC1COC(C1O)N1C2=NC=NC(=C2N=C1)N 5-(6-amino-9H-purin-9-yl)-4-hydroxytetrahydrofuran-3-yl propionate